tert-Butyl ((1S)-(7-((1R)-cyclopropyl(2-oxo-4-(trifluoromethyl)tetrahydropyrimidin-1(2H)-yl)methyl)imidazo[1,2-b]pyridazin-2-yl)(4,4-difluorocyclohexyl)methyl)carbamate C1(CC1)[C@H](C1=CC=2N(N=C1)C=C(N2)[C@H](C2CCC(CC2)(F)F)NC(OC(C)(C)C)=O)N2C(NC(CC2)C(F)(F)F)=O